FC1=C(C=C(C2=C1C=C(O2)CN2C(C1=CN=CC=C1CC2)=O)C(=O)OC)F Methyl 4,5-difluoro-2-((1-oxo-3,4-dihydro-2,7-naphthyridin-2(1H)-yl)methyl)benzofuran-7-carboxylate